NC1=NC=CC(=C1F)C1=NNC2=NC(=CN=C21)N2CCC1(CC2)[C@@H](C2=CC=CC=C2C1)N (S)-1'-(3-(2-amino-3-fluoropyridin-4-yl)-1H-pyrazolo[3,4-b]pyrazin-6-yl)-1,3-dihydrospiro[indene-2,4'-piperidin]-1-amine